OC=1N=C2C(=CNC2=CC1)C=O 5-HYDROXY-4-AZAINDOLE-3-CARBALDEHYDE